CC=1N=C(C2=C(N1)OC=C2C(=O)N2CC1=CN=CC=C1CC2)NC2(CC2)C methyl-N-(1-methylcyclopropyl)-5-(1,2,3,4-tetrahydro-2,7-naphthyridine-2-carbonyl)furo[2,3-d]pyrimidin-4-amine